5-chloro-N2-(4-morpholinophenyl)-N4-(o-tolyl)pyrimidine-2,4-diamine ClC=1C(=NC(=NC1)NC1=CC=C(C=C1)N1CCOCC1)NC1=C(C=CC=C1)C